5-(1-cyclobutyl-1H-pyrazol-4-yl)-N-(1-cyclobutyl-3-(pyridin-2-yl)-1H-pyrazol-4-yl)furan-2-carboxamide C1(CCC1)N1N=CC(=C1)C1=CC=C(O1)C(=O)NC=1C(=NN(C1)C1CCC1)C1=NC=CC=C1